7-((3aR,3bS,4aS,5R,5aS)-2,2-Dimethyl-3b-vinyl-hexahydrocyclopropa[3,4]cyclopenta[1,2-d][1,3]dioxol-5-yl)-7H-pyrrolo[2,3-d]pyrimidin-4-amine CC1(O[C@H]2[C@@H](O1)[C@@H]([C@@H]1[C@]2(C1)C=C)N1C=CC2=C1N=CN=C2N)C